N1C(CCC2=CC=CC=C12)=O racemic-dihydroquinolone